5-bromo-2-(2-chloro-4-fluorophenyl)pyrimidine BrC=1C=NC(=NC1)C1=C(C=C(C=C1)F)Cl